C1(CC1)CC1=C(OC2=C1C=CC=C2N[C@H]2[C@@H](CN(CC2)C)F)C#CC 3-(3-(cyclopropylmethyl)-7-(((3R,4R)-3-fluoro-1-methylpiperidin-4-yl)amino)benzofuran-2-yl)prop-2-yn